N,N-bis(3-methoxybenzyl)-2-((2-(2-(3-methoxybenzyloxy)ethoxy)ethoxy)methyl)pyridin-4-amine COC=1C=C(CN(C2=CC(=NC=C2)COCCOCCOCC2=CC(=CC=C2)OC)CC2=CC(=CC=C2)OC)C=CC1